CCCCOC(=O)[C@H](C)OC1=CC=C(C=C1)OC2=NC=C(C=C2)C(F)(F)F The molecule is a butyl 2-(4-{[5-(trifluoromethyl)pyridin-2-yl]oxy}phenoxy)propanoate that has S configuration. It is the inactive enantiomer of the herbicide fluazifop-P-butyl. It is an enantiomer of a fluazifop-P-butyl.